C[Si](OC(C#C)(CC(C)C)C)(C)C trimethyl(3,5-dimethyl-1-hexyne-3-oxy)silane